C(C)(C)(C)OC(N(CC1=CC=C(C=C1)\C=C\C(NOC1OCCCC1)=O)C1CCN(CC1)C1=NC=C(C(=N1)C1=CC(=C(C=C1)C#N)F)Cl)=O (E)-(1-(5-chloro-4-(4-cyano-3-fluorophenyl)pyrimidin-2-yl)piperidin-4-yl)(4-(3-oxo-3-(((tetrahydro-2H-pyran-2-yl)oxy)amino)prop-1-en-1-yl)benzyl)carbamic acid tert-butyl ester